1-[(Benzyloxy)-carbonyl]piperidine-4-carboxylic acid C(C1=CC=CC=C1)OC(=O)N1CCC(CC1)C(=O)O